C1(CCCC1)OC=1C=C(C=CC1)C1=NN(C=C1CC1=CC=C(C=C1)S(N)(=O)=O)C=1SC=C(N1)C(=O)O 2-(3-(3-(cyclopentyloxy)phenyl)-4-(4-sulfamoylbenzyl)-1H-pyrazol-1-yl)thiazole-4-carboxylic acid